C1(=CC=C(C=C1)N(C=1C(=C(SC1C)C)C(=O)NC1CC2(CC(C2)C(=O)O)C1)C)C1=CC=CC=C1 6-(4-([1,1'-biphenyl]-4-yl(methyl)amino)-2,5-dimethylthiophene-3-carboxamido)spiro[3.3]heptane-2-carboxylic acid